(2-((1S,4R)-6-((4-(Cyclobutylamino)-5-(trifluoromethyl)pyrimidin-2-yl)amino)-1,2,3,4-tetrahydro-1,4-epiminonaphthalen-9-yl)-2-oxoethyl)acetamide C1(CCC1)NC1=NC(=NC=C1C(F)(F)F)NC=1C=C2[C@H]3CC[C@@H](C2=CC1)N3C(CCC(=O)N)=O